FC1(CNCCC1NC(=O)C1=C(OC2=C1C=C(C(=C2)F)OCC2=C(N=CS2)C)C)F N-(3,3-difluoropiperidin-4-yl)-6-fluoro-2-methyl-5-((4-methylthiazol-5-yl)methoxy)benzofuran-3-carboxamide